N-(5-Chloro-1H-pyrrolo[3,2-b]pyridin-3-yl)-5-isopropoxy-1H-benzo[d]imidazol-2-amine ClC1=CC=C2C(=N1)C(=CN2)NC2=NC1=C(N2)C=CC(=C1)OC(C)C